tert-butyl (3R)-1-(2-(2-chloro-4-cyanophenoxy)-4-(3-fluorophenyl)cyclopentyl)piperidin-3-ylcarbamate ClC1=C(OC2C(CC(C2)C2=CC(=CC=C2)F)N2C[C@@H](CCC2)NC(OC(C)(C)C)=O)C=CC(=C1)C#N